N1N=CC(=C1)C1=CC=C2C(=CNC2=C1)C[C@@H](C)NC(OC(C)(C)C)=O tert-butyl (R)-(1-(6-(1H-pyrazol-4-yl)-1H-indol-3-yl)propan-2-yl)carbamate